N=1N2C(C=CC1)=CC(N=C2)=O 6H-pyrimido[1,6-b]Pyridazin-6-one